7-bromophenoxazine BrC=1C=C2OC=3C=CC=CC3NC2=CC1